2-hydroxyl-propyl-sodium OC(C[Na])C